COC1=CC=C(C=C1)S(=O)(=O)O p-methoxybenzenesulfonic acid